ICC1=C(NC2=CC=CC=C12)C=O iodomethyl-indolealdehyde